N-iododiethylamine IN(CC)CC